CN([C@@H](C(C)C)C(=O)O)C N,N-DIMETHYLVALINE